C(C)(C)(C)OC(=O)NCCCN1N=C(C=C1C(=O)OC)C(F)(F)F methyl 1-(3-((tert-butoxycarbonyl)amino) propyl)-3-(trifluoromethyl)-1H-pyrazole-5-carboxylate